N-((4,6-dimethyl-2-oxo-1,2-dihydropyridin-3-yl)methyl)-7-(6-methoxynaphthalen-2-yl)-2-oxo-1,2-dihydroquinoline-5-carboxamide CC1=C(C(NC(=C1)C)=O)CNC(=O)C=1C=2C=CC(NC2C=C(C1)C1=CC2=CC=C(C=C2C=C1)OC)=O